4,4'-diamino-2,2'-dimethylbinaphthyl NC1=CC(=C(C2=CC=CC=C12)C1=C(C=C(C2=CC=CC=C12)N)C)C